1-methyl-N-(tetrahydro-2H-pyran-4-yl)-2-(2-(trifluoromethyl)pyrimidin-4-yl)-1H-pyrrolo[3,2-c]pyridin-6-amine CN1C(=CC=2C=NC(=CC21)NC2CCOCC2)C2=NC(=NC=C2)C(F)(F)F